6-(1-((7-bromo-2-(2,6-dioxopiperidin-3-yl)-1,3-dioxoisoindolin-5-yl)methyl)piperidin-4-yl)-2-(4-phenoxyphenyl)nicotinamide BrC=1C=C(C=C2C(N(C(C12)=O)C1C(NC(CC1)=O)=O)=O)CN1CCC(CC1)C1=NC(=C(C(=O)N)C=C1)C1=CC=C(C=C1)OC1=CC=CC=C1